C(C)(C)(C)OC(N[C@H]1[C@@H](C[C@@H](CC1)N(C1=C2CN(C(C2=CC=C1)=O)C1C(NC(CC1)=O)=O)CCC1CC1)F)=O ((1R,2R,4R)-4-((2-cyclopropylethyl)(2-(2,6-dioxopiperidin-3-yl)-1-oxoisoindolin-4-yl)amino)-2-fluorocyclohexyl)carbamic acid tert-butyl ester